1-((5-bromopyridin-2-yl)methyl)pyrrolidin-2-one BrC=1C=CC(=NC1)CN1C(CCC1)=O